2-(6-(((1R,3S,5S)-1,5-dimethyl-8-azabicyclo[3.2.1]octan-3-yl)(2-fluoroethyl)amino)pyridazin-3-yl)-3,4-difluoro-5-(1H-pyrazol-4-yl)phenol C[C@]12CC(C[C@](CC1)(N2)C)N(C2=CC=C(N=N2)C2=C(C=C(C(=C2F)F)C=2C=NNC2)O)CCF